C(=O)(O)[C@H](O)[C@@H](O)C(=O)O.BrC1=C2C[C@H]3N(C[C@@H](C=C3C=3C=CC=C(N1)C32)C(=O)N(CC)CC)C.BrC3=C2C[C@H]1N(C[C@@H](C=C1C=1C=CC=C(N3)C12)C(=O)N(CC)CC)C (5aR,8R)-2-Bromo-9,10-didehydro-N,N-diethyl-6-methylergoline-8-carboxamide hemi-L-tartrate